CN(CCCNCCCNCC1=CC(=CC=C1)CN)C N-(3-(Dimethyl-amino)propylamino)propyl-1,3-bis(aminomethyl)benzol